((4-bromobenzylidene)amino)phenol BrC1=CC=C(C=NC2=C(C=CC=C2)O)C=C1